FC(S(=O)(=O)N[C@@H]1[C@@H](N([C@@H](C1)C)C(=O)OC(C)C)CO[C@H]1C[C@H]2C[C@]2(CC1)C1=NC=C(C=N1)F)F isopropyl (2R,3S,5R)-3-((difluoromethyl)sulfonamido)-2-((((1R,3R,6S)-6-(5-fluoropyrimidin-2-yl)bicyclo[4.1.0]heptan-3-yl)oxy)methyl)-5-methylpyrrolidine-1-carboxylate